C[N+]1=C(NC=C1)C methyl-methylimidazolium